N1=CCOC2=C1C1=C(C=C2)C=CN=C1 [3H]-pyrido[3,4-f][1,4]benzoxazine